2-{4,10-bis(carboxylatomethyl)-7-[1-carboxy-2-methoxyethyl]-1,4,7,10-tetraazacyclododecan-1-yl}-3-[4-(2,2,3,3-tetrafluoropropoxy)phenyl]propanoat C(=O)([O-])CN1CCN(CCN(CCN(CC1)C(COC)C(=O)O)CC(=O)[O-])C(C(=O)[O-])CC1=CC=C(C=C1)OCC(C(F)F)(F)F